C1(CC1)C1=NC=NC(=C1C1=NN(C2=C1C=1C(=NC=NC1)N2CC2=C(C=C(C=C2)OC)OC)COCC[Si](C)(C)C)OC (4-cyclopropyl-6-methoxypyrimidin-5-yl)-8-(2,4-dimethoxybenzyl)-1-((2-(trimethylsilyl)ethoxy)methyl)-1,8-dihydropyrazolo[4',3':4,5]pyrrolo[2,3-d]pyrimidine